thidiazirine S1N=N1